tert-butyl 2-[4-[4-(2,6-dioxo-3-piperidyl)-2-methylsulfonyloxy-phenyl]-1-piperidyl]acetate O=C1NC(CCC1C1=CC(=C(C=C1)C1CCN(CC1)CC(=O)OC(C)(C)C)OS(=O)(=O)C)=O